C(C)(C)(C)OC(N(C)CCNS(=O)(=O)C1=CC(=C(C=C1)NC1CCCCC1)N)=O (2-((3-amino-4-(cyclohexylamino)phenyl)sulfonylamino)ethyl)(methyl)carbamic acid tert-butyl ester